3-(4-((7-((adamantan-1-yl)amino)heptyl)amino)-7-fluoro-1-oxoisoindolin-2-yl)piperidine C12(CC3CC(CC(C1)C3)C2)NCCCCCCCNC2=C3CN(C(C3=C(C=C2)F)=O)C2CNCCC2